2-(dihydroxyethyl)propane OC(CC(C)C)O